(R)-N-(2,4-difluoro-3-(2-((2-(isoindolin-5-yl)ethyl)amino)-8-methyl-7-oxo-7,8-dihydropyrido[2,3-d]pyrimidin-6-yl)phenyl)-3-fluoropyrrolidine-1-sulfonamide hydrochloride Cl.FC1=C(C=CC(=C1C1=CC2=C(N=C(N=C2)NCCC=2C=C3CNCC3=CC2)N(C1=O)C)F)NS(=O)(=O)N1C[C@@H](CC1)F